4-(2-isocyanato-3-methyl-phenyl)-2-methoxy-pyridine N(=C=O)C1=C(C=CC=C1C)C1=CC(=NC=C1)OC